2-benzyloxy-4-[(3S)-3-[tert-butyl-(dimethyl)silyl]Oxybutoxy]2-(trifluoromethyl)butanoic acid C(C1=CC=CC=C1)OC(C(=O)O)(CCOCC[C@H](C)O[Si](C)(C)C(C)(C)C)C(F)(F)F